FLUORo-2-BUTEN FCC=CC